1-(1-oxa-2-azaspiro[4.5]dec-2-en-3-yl)-methane O1N=C(CC12CCCCC2)C